C[C@]1(CN(CC1)[C@H]1CCC=2C1=NNC(C2C(F)(F)F)=O)C(=O)N2CCN(CC2)C2=NC=C(C#N)C=C2 6-(4-((S)-3-Methyl-1-((S)-3-oxo-4-(trifluoromethyl)-3,5,6,7-tetrahydro-2H-cyclopenta[c]pyridazin-7-yl)pyrrolidine-3-carbonyl)piperazin-1-yl)nicotinonitrile